N-[(2E)-3-[(cyclopropylimino)(3-fluoro-4-methoxyphenyl)oxo-λ6-sulfanyl]prop-2-en-1-yl]-2-oxo-1,2,5,6,7,8-hexahydroquinoline-3-carboxamide C1(CC1)N=S(/C=C/CNC(=O)C=1C(NC=2CCCCC2C1)=O)(=O)C1=CC(=C(C=C1)OC)F